CN1C(C2=C(CC1)NC(=C2C2=CC=CC=C2)C2=CC(=NC=C2)NC([C@H](C)C2=CC=NC=C2)=O)=O |r| (2RS)-N-[4-(5-methyl-4-oxo-3-phenyl-4,5,6,7-tetrahydro-1H-pyrrolo[3,2-c]pyridin-2-yl)pyridin-2-yl]-2-(pyridin-4-yl)propanamide